NC1=NC(=C(C=C1C=1C=C2CCNC(C2=CC1)=O)C1=CC=C(C=C1)N1C[C@@H](OCC1)C(C)C)F (S)-6-(2-amino-6-fluoro-5-(4-(2-isopropylmorpholino)phenyl)pyridin-3-yl)-3,4-dihydroisoquinolin-1(2H)-one